(±)-Ethyl (1S,2R,5R,6R)-2-((6-(1-methyl-5-(((tetrahydro-2H-pyran-2-yl)oxy) methyl)-1H-1,2,3-triazol-4-yl)pyridin-3-yl)oxy)bicyclo[3.1.0]hexane-6-carboxylate CN1N=NC(=C1CO[C@H]1OCCCC1)C1=CC=C(C=N1)O[C@H]1[C@@H]2[C@@H]([C@@H]2CC1)C(=O)OCC |&1:8|